C(C)(C)C1=C(NC2=NC=C(N=C21)C2CCN(CC2)C2COC2)C=2C=C(C=1N(C2)N=CN1)OC 6-(7-isopropyl-2-(1-(oxetan-3-yl)piperidin-4-yl)-5H-pyrrolo[2,3-b]pyrazin-6-yl)-8-methoxy-[1,2,4]triazolo[1,5-a]pyridine